COC1=CC=C(COCC=2C=C(C=CC2C)CO)C=C1 (3-{[(4-methoxybenzyl)oxy]methyl}-4-methylphenyl)Methanol